(3-{[(3R)-1-(2-hydroxyethyl)pyrrolidin-3-yl]amino}-5-methyl-1,2,4-triazin-6-yl)-5-(trifluoromethyl)phenol OCCN1C[C@@H](CC1)NC=1N=NC(=C(N1)C)C1=C(C=C(C=C1)C(F)(F)F)O